3-(2-Oxopropylidene)azetidine-1-carboxylic acid tert-butyl ester C(C)(C)(C)OC(=O)N1CC(C1)=CC(C)=O